C1(CC1)C=1N=NN(C1CO[C@H]1[C@@H]2CN([C@H](C1)C2)C=2SC1=C(N2)C(=CC(=C1)C(=O)O)[C@H]1COCC1)C1=C(C=CC=C1Cl)Cl 2-((1S,4S,5R)-5-((4-cyclopropyl-1-(2,6-dichlorophenyl)-1H-1,2,3-triazol-5-yl)methoxy)-2-azabicyclo[2.2.1]heptan-2-yl)-4-((S)-tetrahydrofuran-3-yl)benzo[d]thiazole-6-carboxylic acid